tert-butyl N-[8-[3-(4-fluorophenyl)-1-methylpyrazol-4-yl] imidazo[1,2-b]pyridazin-2-yl]-N-methylcarbamate FC1=CC=C(C=C1)C1=NN(C=C1C=1C=2N(N=CC1)C=C(N2)N(C(OC(C)(C)C)=O)C)C